BrC(C(=O)OCC(C(=O)OCC(CO)O)(C)COC(C(C)(C)Br)=O)(C)C 2,2-Bis[(2-bromoisobutyryloxy)methyl]propionic acid, 2,3-dihydroxypropyl ester